cyclohexyl-(4-(((3S,4r,5R)-3,4,5-trihydroxypiperidin-1-yl)methyl)piperidin-1-yl)methanone C1(CCCCC1)C(=O)N1CCC(CC1)CN1C[C@@H](C([C@@H](C1)O)O)O